CC1=CCOC12CCN(CC2)C(=O)OC(C)(C)C tert-Butyl 4-methyl-1-oxa-8-azaspiro[4.5]dec-3-ene-8-carboxylate